O=C1C(=CC2=C(N=C(N=C2)NC2=CC=C(C=C2)N2CCNCC2)N1C1CCCC2=CC=CC=C12)C#N 7-oxo-2-((4-(piperazin-1-yl)phenyl)amino)-8-(1,2,3,4-tetrahydronaphthalen-1-yl)-7,8-dihydropyrido[2,3-d]pyrimidine-6-carbonitrile